CC=1C=NN(C1)C1CCC(CC1)=O 4-(4-methyl-1H-pyrazol-1-yl)cyclohexan-1-one